4-chloro-3-methylthiotoluene ClC1=C(C=C(C)C=C1)SC